C(#N)CC=1N(N=C2C=CC=CC12)C1=CC(=CC=C1)OC 3-cyanomethyl-2-(3-methoxyphenyl)indazole